(4'-nitro-[1,1'-biphenyl]-4-yl)ethylene [N+](=O)([O-])C1=CC=C(C=C1)C1=CC=C(C=C1)C=C